C(#N)C=1C=C(OCC2(CN(C2)C(=O)OC(C)(C)C)F)C=C(C1)C=1SC(=CN1)C Tert-butyl 3-{[3-cyano-5-(5-methyl-1,3-thiazol-2-yl)phenoxy]methyl}-3-fluoroazetidine-1-carboxylate